CC(CN(C)C)NC C1,N1,N2,N2-tetramethylethane-1,2-diamine